(5S,8R)-N-(3-chloro-4-(trifluoromethyl)phenyl)-2-fluoro-6,7,8,9-tetrahydro-5H-5,8-epimino-benzo[7]annulene-10-carboxamide ClC=1C=C(C=CC1C(F)(F)F)NC(=O)N1[C@H]2CC[C@@H]1CC1=C2C=CC(=C1)F